COC=1C=C(C=C(C1)OC)C#CC1=NNC2=NC=NC(=C21)NC2CCN(CC2)C(C=C)=O 3-(3,5-dimethoxyphenylethynyl)-4-(1-acryloylpiperidin-4-ylamino)-1H-pyrazolo[3,4-d]pyrimidine